CC1=NC=CC(=C1)SC1=C(C(=O)O)C=CN=C1 3-[(2-Methylpyridin-4-yl)sulfanyl]isonicotinic acid